C(C)(=O)C=1C(=NC(=C(N1)SC1=C(C(=CC=C1)C=1OC=CN1)Cl)N)N1CCC2(CC1)OC1=C([C@H]2NC(O)=O)C=CC=C1.FC(C1(CC(=CC(C1)(OC)C(F)(F)F)C1=CC=CC=C1)OC)(F)F 3,5-bis(trifluoromethyl)-3,5-dimethoxybiphenyl (R)-(1'-(3-acetyl-6-amino-5-((2-chloro-3-(oxazol-2-yl)phenyl)sulfanyl)pyrazine-2-yl)-3H-spiro[benzofuran-2,4'-piperidin]-3-yl)carbamate